NC=1C(=NC(=CC1)Cl)C(=O)OC(C)(C)C tert-butyl 3-amino-6-chloropyridine-2-carboxylate